5-(2-(4-((3-chloro-5-(trifluoro-methoxy)benzyl)amino)butoxy)ethoxy)benzo[c][2,6]naphthyridine ClC=1C=C(CNCCCCOCCOC2=NC3=C(C4=CN=CC=C24)C=CC=C3)C=C(C1)OC(F)(F)F